CC=1C(=NC(=NC1)NC=1C=CC(=NC1)N1CC(CC1)C1(CC1)C(=O)N)NC=1C=CC2=C(NC(O2)=O)C1 (1-(5-(5-methyl-4-(2-oxo-2,3-dihydrobenzo[d]oxazol-5-ylamino)pyrimidin-2-ylamino)pyridin-2-yl)pyrrolidin-3-yl)cyclopropanecarboxamide